[N+](=O)([O-])C1=C(C=CC=C1)S(=O)(=O)Br nitrobenzenesulfonic acid bromide